FC1=CC(=C(C=C1F)C(=O)N1CC(C1)N)NC1=C(C=C(C=C1)I)F 1-({4,5-difluoro-2-[(2-fluoro-4-iodophenyl)amino]phenyl}carbonyl)azetidin-3-amine